(S)-tert-butyl 2-(6-chloro-2-(5-methylpicolinoyl)-1,2,3,4-tetrahydroisoquinolin-8-yl)pyrrolidine-1-carboxylate ClC=1C=C2CCN(CC2=C(C1)[C@H]1N(CCC1)C(=O)OC(C)(C)C)C(C1=NC=C(C=C1)C)=O